(S)-9-{2-Cyclopropyl-2-[(Z)-hydroxyimino]-ethyl}-2-((R)-3-methyl-morpholin-4-yl)-8-trifluoromethyl-6,7,8,9-tetrahydropyrimido[1,2-a]pyrimidin-4-one C1(CC1)/C(/CN1[C@@H](CCN2C1=NC(=CC2=O)N2[C@@H](COCC2)C)C(F)(F)F)=N/O